(2S,4r)-N-(6-carbamoylspiro[3.3]heptane-2-yl)-1-[(2S)-2-(4-cyclopropyltriazol-1-yl)-3,3-dimethyl-butyryl]-4-hydroxy-pyrrolidine-2-carboxamide C(N)(=O)C1CC2(CC(C2)NC(=O)[C@H]2N(C[C@@H](C2)O)C([C@H](C(C)(C)C)N2N=NC(=C2)C2CC2)=O)C1